2-(2-cyanoisoindolin-4-yl)-5-fluorobenzamide C(#N)N1CC2=CC=CC(=C2C1)C1=C(C(=O)N)C=C(C=C1)F